(R)-(3-fluoro-2-pyridyl)-tetrahydropyran-4-yl-methanol FC=1C(=NC=CC1)[C@H](O)C1CCOCC1